C(C1=CC=CC=C1)C1=C(SC=2N3C(COCC21)=NN=C3C)C#CC=3C=NN(C3)CCCC#CC3=C2CN(C(C2=CC=C3)=O)C3C(NC(CC3)=O)=O 3-(4-(5-(4-((3-Benzyl-9-methyl-4H,6H-thieno[2,3-e][1,2,4]triazolo[3,4-c][1,4]oxazepin-2-yl)ethynyl)-1H-pyrazol-1-yl)pent-1-yn-1-yl)-1-oxoisoindolin-2-yl)piperidin-2,6-dion